3-(Isopropylamino)-N-(3-(6-(1,2,3,6-tetrahydropyridin-4-yl)benzo[d]thiazol-2-yl)-4,5,6,7-tetrahydrothieno[2,3-c]pyridin-2-yl)cyclopentane-1-carboxamide C(C)(C)NC1CC(CC1)C(=O)NC1=C(C2=C(CNCC2)S1)C=1SC2=C(N1)C=CC(=C2)C=2CCNCC2